FC(C1=CC=CC=C1)C1NCCC(C1)COC1=NC=CC=C1C1=CN=CC=C1C(=O)N 5-((1-(2-(fluorobenzyl)piperidin-4-yl)methoxy)pyridin-3-yl)isonicotinamide